1,3-dipalmitoyl-glycerol C(CCCCCCCCCCCCCCC)(=O)OCC(O)COC(CCCCCCCCCCCCCCC)=O